OCCN1N=CC(=C1)S(=O)(=O)N(CC1=CC=C(C=C1)OC)CC1=CC=C(C=C1)OC 1-(2-hydroxyethyl)-N,N-bis(4-methoxybenzyl)-1H-pyrazole-4-sulfonamide